F[C@@H]1CN(CC[C@@H]1NC1=NC=C(C(=N1)C1=CC2=C(C(NC2=O)(C)C)S1)C(F)(F)F)S(=O)(=O)C=1N=CN(C1)C 2-(2-(((3R,4S)-3-fluoro-1-((1-methyl-1H-imidazol-4-yl)sulfonyl)piperidin-4-yl)amino)-5-(trifluoromethyl)pyrimidin-4-yl)-6,6-dimethyl-5,6-dihydro-4H-thieno[2,3-c]pyrrol-4-one